N-((((1S,2R)-2-(phenylethynyl)cyclohexyl)oxy)carbonyl)-O-((1S,3S)-3-(2-(5,6,7,8-tetrahydro-1,8-naphthyridin-2-yl)ethyl)cyclobutyl)-L-homoserine C1(=CC=CC=C1)C#C[C@@H]1[C@H](CCCC1)OC(=O)N[C@@H](CCOC1CC(C1)CCC1=NC=2NCCCC2C=C1)C(=O)O